FC=1C=CC(=C(C1)C(C=1C(N(C=CC1)C)=O)O)O 3-((5-Fluoro-2-hydroxyphenyl)(hydroxy)methyl)-1-methylpyridin-2(1H)-one